C(CCCCCCCCCCCCCCCCC)OC(C(C)OCCCCCCCCCCCCCCCCCC)N(C)C 1,2-distearyloxy-N,N-dimethylaminopropane